C(CCCCCCCCCC)C1=C(C(=C(C=C1)O)C1=CC=CC=C1)C1CCCCC1 undecylcyclohexylphenylphenol